C(C1CO1)OCCC[Si](C)(C)OC (gamma-glycidoxypropyl)(methoxy)dimethylsilane